racemic-DL-(±)-glutamine N[C@H](CCC(N)=O)C(=O)O |r|